Cl.FC(C=1C=C(C=C(C1)C(F)(F)F)S(=O)(=O)C/C(=C/CN)/F)(F)F (Z)-4-((3,5-bis(trifluoromethyl)phenyl)sulfonyl)-3-fluorobut-2-en-1-amine hydrochloride